tert-Butyl 4-[3-(acetylamino)-4-nitrophenyl]piperazine-1-carboxylate C(C)(=O)NC=1C=C(C=CC1[N+](=O)[O-])N1CCN(CC1)C(=O)OC(C)(C)C